OC1(CN(CCC1)CC1(CCCC1)CNC(=O)C1=CC2=C(S1)CCCCCC2)C N-({1-[(3-Hydroxy-3-methylpiperidin-1-yl)methyl]cyclopentyl}methyl)-4H,5H,6H,7H,8H,9H-cycloocta[b]thiophene-2-carboxamide